C1(=C(C=CC2=CC=CC=C12)OC1=C(C=C(C2=CC=CC=C12)CO)C1=CC=CC=C1)C1=C(C=CC2=CC=CC=C12)OC1=C(C=C(C2=CC=CC=C12)CO)C1=CC=CC=C1 {[1,1'-binaphthalene]-2,2'-diylbis[oxy(3-phenylnaphthalene-4,1-diyl)]}dimethanol